C(C)C1(OC2=CC=C(C=C2[C@@H](C1)N1C(NC(CC1=O)(C)C)=N)C(=O)N[C@H]1[C@@H](C(OC2=CC=C(C=C12)F)(C)C)O)CC (R)-2,2-diethyl-N-((3S,4R)-6-fluoro-3-hydroxy-2,2-dimethylchroman-4-yl)-4-(2-imino-4,4-dimethyl-6-oxotetrahydropyrimidin-1(2H)-yl)chromane-6-carboxamide